C(CC)S(=O)(=O)C1=NN=C2N1C=C(C=C2)NC(C2=C(C=C(C=C2)C(F)(F)F)[N+](=O)[O-])=O N-(3-(propanesulfonyl)-[1,2,4]triazolo[4,3-a]pyridin-6-yl)-2-nitro-4-(trifluoromethyl)benzamide